4-(1-(Difluoromethyl)-1H-pyrazol-4-yl)-5-methoxy-6-methylpicolinonitrile FC(N1N=CC(=C1)C1=CC(=NC(=C1OC)C)C#N)F